BrC1=C(C=CC=C1)[C@H](CCC1OCCCO1)NS(=O)C(C)(C)C N-((S)-1-(2-bromophenyl)-3-(1,3-dioxan-2-yl)propyl)-2-methylpropane-2-sulfinamide